(R)-2-bromo-3-(5-methyl-1,3,4-oxadiazol-2-yl)propionic acid Br[C@@H](C(=O)O)CC=1OC(=NN1)C